C(C)C1(COC1)COC[Si](OC)(OC)OC (3-ethyloxetan-3-yl)methoxymethyl-trimethoxysilane